N-(2-hydroxyethyl)-1-methyl-2-((6-(trifluoro-methyl)benzo[d]oxazol-2-yl)amino)-1H-benzo-[d]imidazole-5-carboxamide OCCNC(=O)C1=CC2=C(N(C(=N2)NC=2OC3=C(N2)C=CC(=C3)C(F)(F)F)C)C=C1